(E)-N-hydroxy-3-(2-(4-((5-isopropylpyridin-2-yl)methyl)piperazin-1-yl)phenyl)acrylamide ONC(\C=C\C1=C(C=CC=C1)N1CCN(CC1)CC1=NC=C(C=C1)C(C)C)=O